[N+](=[N-])=C(C(C)=O)P(OC)(OC)=O dimethyl 1-diazo-2-oxopropylphosphonate